4-allyloxy-2-hydroxy-4'-methylbenzophenone C(C=C)OC1=CC(=C(C(=O)C2=CC=C(C=C2)C)C=C1)O